pyridazin-5(1H)-one N1NC=CC(C1)=O